[Ir](I)(I)I iridium Iodide